CC1=NC(=NC(=C1)C(F)(F)F)N1CCN(CC1)S(=O)(=O)C1=CC=C(C=C1)NC(=O)C=1C=C2C(=NC1)CN(C2)C(=O)OC(C)(C)C Tert-butyl 3-[[4-[4-[4-methyl-6-(trifluoromethyl)pyrimidin-2-yl]piperazin-1-yl]sulfonylphenyl]carbamoyl]-5,7-dihydropyrrolo[3,4-b]pyridine-6-carboxylate